tetrahydro-2H-pyran-4-yl (1R,3s,5S)-3-((tert-butoxycarbonyl)(methyl)amino)-9-azabicyclo[3.3.1]nonane-9-carboxylate C(C)(C)(C)OC(=O)N(C1C[C@H]2CCC[C@@H](C1)N2C(=O)OC2CCOCC2)C